O=C1NC(CCC1N1C(C2=CC=C3C(=C2C1)OC1(CC32OCCO2)CCN(CC1)C(=O)OC(C)(C)C)=O)=O tert-butyl 8'-(2,6-dioxopiperidin-3-yl)-7'-oxo-8',9'-dihydro-3'H,7'H-dispiro[piperidine-4,2'-pyrano[2,3-e]isoindole-4',2''-[1,3]dioxolane]-1-carboxylate